FC1(CCC(CC1)[C@H](NC(=O)C1=CC=NN1CC)C=1OC2=C(N1)C=C(C=C2)[C@@H](COC)N2C(N[C@@H](C2)C(F)F)=O)F N-((S)-(4,4-difluorocyclohexyl)(5-((S)-1-((S)-4-(difluoromethyl)-2-oxoimidazolidin-1-yl)-2-methoxyethyl)benzo[d]oxazol-2-yl)methyl)-1-ethyl-1H-pyrazole-5-carboxamide